N-(4-(6-amino-9H-purin-9-yl)benzyl)-5-benzyl-1-methyl-1H-pyrazole-3-carboxamide NC1=C2N=CN(C2=NC=N1)C1=CC=C(CNC(=O)C2=NN(C(=C2)CC2=CC=CC=C2)C)C=C1